C(C1=CC=CC=C1)OC1=CC=C(C=C1)N1C[C@@H](N(CC1)C(=O)OCC1=CC=CC=C1)C (S)-benzyl 4-(4-(benzyloxy)phenyl)-2-methylpiperazine-1-carboxylate